N-(1-methylcyclopropyl)-2-{1H-pyrrolo[3,2-b]pyridin-1-yl}pyrido[3,4-d]pyrimidin-4-amine CC1(CC1)NC=1C2=C(N=C(N1)N1C=CC3=NC=CC=C31)C=NC=C2